2-(3,4-Dimethoxyphenyl)-4-[(2-hydroxy-6-oxocyclohex-1-en-1-yl)carbonyl]-6-methylpyridazin-3(2H)-one COC=1C=C(C=CC1OC)N1N=C(C=C(C1=O)C(=O)C1=C(CCCC1=O)O)C